ClC=1C(=C(C(C(=O)[O-])=CC1)C(=O)[O-])Cl.[Sr+2] Strontium dichlorophthalat